S1(N=NC2=C1C=CC=C2)=O benzothiadiazolenon